COC(CNC(=O)C1=CC=C(C=C1)C1=C2C=C3CCC[N+]=4CCCC(=C2OC=2C=5CCCN6CCCC(=CC12)C56)C43)OC 16-{4-[(2,2-dimethoxyethyl)carbamoyl]phenyl}-3-oxa-9λ5,23-diazaheptacyclo[17.7.1.15,9.02,17.04,15.023,27.013,28]octacosa-1(27),2(17),4,9(28),13,15,18-heptaen-9-ylium